(R)-3-(2-chloro-4-((3-chloro-4-((S)-3-chloro-2-hydroxypropoxy)phenyl)sulfonyl)phenoxy)propane-1,2-diol ClC1=C(OC[C@@H](CO)O)C=CC(=C1)S(=O)(=O)C1=CC(=C(C=C1)OC[C@@H](CCl)O)Cl